((((2R,3S,4R,5R)-5-(6-chloro-4-(2',3'-dihydrospiro[azetidine-3,1'-inden]-1-yl)-1H-pyrazolo[3,4-d]pyrimidin-1-yl)-3,4-dihydroxytetrahydrofuran-2-yl)methoxy)methyl)phosphonic acid ClC1=NC(=C2C(=N1)N(N=C2)[C@H]2[C@@H]([C@@H]([C@H](O2)COCP(O)(O)=O)O)O)N2CC1(CCC3=CC=CC=C13)C2